NC=1C=CC(=NC1NCC1(CC1)CC#N)C(=O)[O-] 5-amino-6-(((1-(cyanomethyl)cyclopropyl)methyl)amino)picolinate